ClC1=NC=C(C(=N1)C=1C=C2C(=C(C=NC2=C(C1)F)C1(CCOCC1)O)C(C)C)Cl 4-(6-(2,5-dichloropyrimidin-4-yl)-8-fluoro-4-isopropylquinolin-3-yl)tetrahydro-2H-pyran-4-ol